FC(C)(F)C1=NC2=CC=C(C=C2NC1=O)CN1CCN(CC1)C=1C=CC(=NC1)C(=O)NC([2H])([2H])[2H] 5-(4-((2-(1,1-difluoroethyl)-3-oxo-4H-quinoxalin-6-yl)methyl)piperazin-1-yl)-N-(methyl-d3)pyridine-2-carboxamide